CC1=CC=C2SC=3C=CC=CC3C(C2=C1)=O 7-methyl-9-oxothioxanthene